CCCCCCCC1CCCC1=O 2-n-heptylcyclopentanone